O=C1[C@H](CCC[C@@H]2N1[C@@H](CC2)C(=O)N2CC(C2)C=2C=NC=CC2)NC(=O)C2=CC1=C(S2)C=CC(=C1)C(C)P(=O)(OC1=CC=CC=C1)N[C@@H](C)C(=O)OCCC propyl ((1-(2-(((3S,6S,9aS)-5-oxo-3-(3-(pyridin-3-yl)azetidine-1-carbonyl)octahydro-1H-pyrrolo[1,2-a]azepin-6-yl)carbamoyl)benzo[b]thiophen-5-yl)ethyl)(phenoxy) phosphoryl)-L-alaninate